isopropyl 2-[1-[2-methyl-4-(trifluoromethyl)phenyl]ethylcarbamoyloxy]-3-pyrimidin-2-yl-propanoate CC1=C(C=CC(=C1)C(F)(F)F)C(C)NC(=O)OC(C(=O)OC(C)C)CC1=NC=CC=N1